NC=1SC(=C(N1)C(C)(C)O)Cl 2-(2-amino-5-chlorothiazol-4-yl)propan-2-ol